CC1=C(C=CC=C1C)N1CCN(CC1)C(CN1N=C(C2=C1CCC2)C(=O)N2C[C@H]([C@H](CC2)[NH3+])F)=O [(3R,4S)-1-[1-[2-[4-(2,3-dimethylphenyl)piperazin-1-yl]-2-oxoethyl]-5,6-dihydro-4H-cyclopenta[c]pyrazole-3-carbonyl]-3-fluoro-4-piperidyl]ammonium